hydroxymethyl-3,4-ethylendioxythiophene OCC=1SC=C2C1OCCO2